tert-butyl 2-(3-((diisopropoxyphosphoryl)oxy)-2-(4-hydroxy-2-methylbutan-2-yl)phenyl)acetate C(C)(C)OP(=O)(OC(C)C)OC=1C(=C(C=CC1)CC(=O)OC(C)(C)C)C(C)(CCO)C